F.[K] potassium hydrogen fluoride